N-(1-(4-methoxyphenyl)-3-oxo-2,3-dihydro-1H-pyrazolo[4,3-c]pyridin-6-yl)cyclopropanecarboxamide COC1=CC=C(C=C1)N1NC(C=2C=NC(=CC21)NC(=O)C2CC2)=O